1-(6-(3-methyl-4-(5-methyl-1H-indazol-4-yl)-7-(4-methyl-1,3-thiazol-5-yl)-2-quinolinyl)-2,6-diazaspiro[3.4]octan-2-yl)-2-propen-1-one CC=1C(=NC2=CC(=CC=C2C1C1=C2C=NNC2=CC=C1C)C1=C(N=CS1)C)N1CC2(CN(C2)C(C=C)=O)CC1